C(C#C)O[C@H]1[C@@H](O[C@@H]([C@H]1O)CO)N1C=NC=2C(N)=NC=NC12 2'-O-propargyladenosine